(3R,4S,5S)-3-fluoro-1-[4-({8-[(2R,3S)-3-(methanesulfonylmeth-yl)-2-methylazetidin-1-yl]-5-(propan-2-yl)isoquinolin-3-yl}amino)pyrimidin-2-yl]-5-methoxypiperidin-4-ol F[C@@H]1CN(C[C@@H]([C@@H]1O)OC)C1=NC=CC(=N1)NC=1N=CC2=C(C=CC(=C2C1)C(C)C)N1[C@@H]([C@H](C1)CS(=O)(=O)C)C